2-(4-piperidinyl)-1,3-benzothiazole N1CCC(CC1)C=1SC2=C(N1)C=CC=C2